tert-butyl N-methyl-N-[2-(5-sulfanylidene-4,5-dihydro-1H-1,2,4-triazol-4-yl)ethyl]carbamate CN(C(OC(C)(C)C)=O)CCN1C=NNC1=S